C1CC12CCN(CC2)C2=C(C=CC(=C2)NS(=O)(=O)CCO)C(=O)NC2=CC(=C(C=C2)C(=O)N2CCOCC2)N2CCC(CC2)(F)F (2-(6-azaspiro[2.5]oct-6-yl)-4-{[(2-hydroxyethyl)sulfonyl]amino}phenyl)-N-[3-(4,4-difluoropiperidinyl)-4-(morpholin-4-ylcarbonyl)phenyl]carboxamide